N-{[(3S)-4-amino-3-methyl-1H,3H-furo[3,4-c]quinolin-7-yl]methyl}-2-cyclopropyl-N-[2-(tri-fluoromethyl)pyridin-3-yl]pyrimidine-5-carboxamide NC1=NC=2C=C(C=CC2C2=C1[C@@H](OC2)C)CN(C(=O)C=2C=NC(=NC2)C2CC2)C=2C(=NC=CC2)C(F)(F)F